[Se]=[Te].[Zn].[Cd] cadmium zinc selenotelluride